(1R,3S,4S)-3-Amino-4-fluorocyclopentanecarboxylic acid hydrochloric acid salt Cl.N[C@H]1C[C@H](C[C@@H]1F)C(=O)O